p-methylphenyl-ethyl-boric acid CC1=CC=C(C=C1)CCOB(O)O